ClC1=CNC2=C(C=CC=C12)NS(=O)(=O)C=1C=NN(C1)CC(OC)OC N-(3-Chloro-1H-indol-7-yl)-1-(2,2-dimethoxyethyl)pyrazol-4-sulfonamid